dimethyldecan CC(CCCCCCCCC)C